OC1=C(CN2CCN(CCN(CCN(CC2)CC(=O)O)CC(=O)O)CC(=O)O)C=C(C=C1)C(=O)OC 2,2',2''-(10-(2-hydroxy-5-(methoxycarbonyl)benzyl)-1,4,7,10-tetraazacyclododecane-1,4,7-triyl)triacetic acid